COC=1C=C(C=C(C1C(=O)N1CCNCC1)OC)C=1C2=C(C(N(C1)C)=O)N(N=C2)CC2=CC=C(C=C2)OC 4-[3,5-dimethoxy-4-(piperazine-1-carbonyl)phenyl]-1-[(4-methoxyphenyl)methyl]-6-methyl-pyrazolo[3,4-c]pyridin-7-one